2-(2-oxo-1,2-dihydropyridin-3-yl)pyrazolo[5,1-b]thiazole-7-carboxamide O=C1NC=CC=C1C1=CN2C(S1)=C(C=N2)C(=O)N